C(C)(C)(C)OC(=O)N1[C@@H](C[C@@H](C1)NC1=NC(=CC=C1)C1=CC(=CC=2N=C(N(C21)CC2OCCCNC2)C)F)C(=O)O (2S,4S)-1-tert-butoxycarbonyl-4-[[6-[6-fluoro-2-methyl-3-(1,4-oxazepan-2-ylmethyl)benzimidazol-4-yl]-2-pyridyl]amino]pyrrolidine-2-carboxylic acid